4-{3-[(4-methylphenyl)methyl]-1,2,4-oxadiazol-5-yl}aniline CC1=CC=C(C=C1)CC1=NOC(=N1)C1=CC=C(N)C=C1